(5R)-5-[4-(1,3-Dioxan-2-ylmethoxy)phenyl]-8-(trifluoromethyl)-11,12-dihydro-5H-chromeno[4,3-c]quinolin-2-ol O1C(OCCC1)COC1=CC=C(C=C1)[C@H]1OC=2C=C(C=CC2C=2CNC=3C=C(C=CC3C21)O)C(F)(F)F